C(C)(C)(C)OC(=O)C1=CC(=CC2=NC3=CC=CC=C3C=C12)C=1OC(=CN1)C(=O)O 2-{1-[(tert-butoxy)carbonyl]acridin-3-yl}-1,3-oxazole-5-carboxylic acid